4,5-di-hydro-N-nitro-1-(2-oxiranylmethyl)-1H-imidazol-2-amine [N+](=O)([O-])NC=1N(CCN1)CC1OC1